3,5,5-trimethyloxazole-2,4-dione CN1C(OC(C1=O)(C)C)=O